para-Methylstyrol CC1=CC=C(C=C)C=C1